COC1=CC=C(C(=N1)C=O)OCC1=CC=C2C=NN(C2=C1)C 6-methoxy-3-((1-methyl-1H-indazol-6-yl)methoxy)picolinaldehyde